NC=1C(N(N=C(C1N(C)C)[N+](=O)[O-])C1=CC(=CC=C1)OCOC)=O 4-amino-5-(dimethylamino)-2-(3-(methoxymethoxy)phenyl)-6-nitropyridazin-3(2H)-one